(2-(6-amino-2-fluoro-8-((3-fluoro-6-iodo-2,3-dihydro-1H-inden-5-yl)methyl)-9H-purin-9-yl)ethyl)-2-methylpropane-2-sulfinamide NC1=C2N=C(N(C2=NC(=N1)F)CCCC(C)(S(=O)N)C)CC=1C=C2C(CCC2=CC1I)F